1,3-bis-(p-carboxyphenoxy)hex-ane C(=O)(O)C1=CC=C(OCCC(CCC)OC2=CC=C(C=C2)C(=O)O)C=C1